(S)-1-chloro-3-(4-(2-(4-((R)-2-hydroxy-3-morpholinopropoxy)phenyl)propan-2-yl)phenoxy)propan-2-ol ClC[C@H](COC1=CC=C(C=C1)C(C)(C)C1=CC=C(C=C1)OC[C@@H](CN1CCOCC1)O)O